methyl N-{2-[4-(1,3-benzoxazol-2-yl)-5-hydroxy-1-methyl-6-oxopyrimidin-2-yl]-3-cyclobutyl-1,3-benzodiazol-5-yl}carbamate O1C(=NC2=C1C=CC=C2)C=2N=C(N(C(C2O)=O)C)C=2N(C1=C(N2)C=CC(=C1)NC(OC)=O)C1CCC1